C(C1=CC=CC=C1)OC1=C(C(=CC(=C1)O)O)C(=O)N1C[C@@H](CC1)O (2-benzyloxy-4,6-dihydroxy-phenyl)-[(3R)-3-hydroxypyrrolidin-1-yl]methanone